C(C=C)(=O)N1CCN(CC1)C1=NN=C(C2=CC(=C(C=C12)C1=C(C=CC=C1F)O)Cl)C1=CC=CC=C1 2-(4-(4-acryloyl-1-piperazinyl)-7-chloro-1-phenyl-6-phthalazinyl)-3-fluorophenol